OC=1C(=NC=CN1)C(=O)N.[Na] sodium hydroxypyrazine-2-formamide